2-chloro-5-iodo-N-(6-morpholinopyridin-3-yl)pyrimidin-4-amine ClC1=NC=C(C(=N1)NC=1C=NC(=CC1)N1CCOCC1)I